C(CC=C)OC1=CC=C(C=C1)C(C=1OC=C2C(=CC(=CC12)C)C)O 3-((4-(but-3-en-1-yloxy)phenyl)(hydroxy)methyl)-5,7-dimethylisobenzofuran